6-(1-(methoxycarbonyl)piperidin-3-yl)-2-((1-(methylsulfonyl)-1H-pyrrole-3-carboxamido)methyl)-1H-benzo[d]imidazol-1-ium formate C(=O)[O-].COC(=O)N1CC(CCC1)C=1C=CC2=C([NH2+]C(=N2)CNC(=O)C2=CN(C=C2)S(=O)(=O)C)C1